BrC=1C=2N(C=C(C1)C=O)C=CN2 C8-bromoimidazo[1,2-a]pyridine-6-carbaldehyde